S(=O)(=O)([O-])[O-].[Fe+2].[Mg].[Ca] calcium magnesium ferrous sulfate